(1R,3R,4R)-N-((S)-1-cyano-2-((S)-2-oxopyrrolidin-3-yl)ethyl)-2-((S)-3-cyclopropyl-2-((5-methylpyridin-3-yl)amino)propanoyl)-5,5-difluoro-2-azabicyclo[2.2.2]octane-3-carboxamide C(#N)[C@H](C[C@H]1C(NCC1)=O)NC(=O)[C@@H]1N([C@H]2CC([C@@H]1CC2)(F)F)C([C@H](CC2CC2)NC=2C=NC=C(C2)C)=O